5-((3,4-difluorobenzyl)oxy)-N-(prop-2-yn-1-yl)-1,2,3,4-tetrahydronaphthalen-1-amine FC=1C=C(COC2=C3CCCC(C3=CC=C2)NCC#C)C=CC1F